IC=1C=C2CC(NC(C2=CC1)=O)=O 6-iodo-4H-isoquinoline-1,3-dione